CC(C(=O)O[C@@H]1[C@](O[C@H]([C@@H]1OC(C(C)C)=O)C1=CC=C2C(=NC=NN21)NC(C(C)C)=O)(COC(C(C)C)=O)C#N)C (2R,3S,4S,5S)-2-cyano-5-(4-isobutyramidopyrrolo[2,1-f][1,2,4]triazin-7-yl)-2-((isobutyryloxy)methyl)tetrahydrofuran-3,4-diyl bis(2-methylpropanoate)